CC=1C=C(C=C(C1)C(F)(F)F)NC(C(=O)O)=O 2-((3-methyl-5-(trifluoromethyl)phenyl)amino)-2-oxoacetic acid